4,9-dibromonaphtho[2,3-c][1,2,5]selenadiazole BrC1=C2C=CC=CC2=C(C2=N[Se]N=C21)Br